(S)-4,4-difluoro-1-((1-(trifluoromethyl)cyclopropyl)methyl)pyrrol FC1(C=CN(C1)CC1(CC1)C(F)(F)F)F